3β-tert-Butyldimethylsilyloxy-cholesta-5,7-diene [Si](C)(C)(C(C)(C)C)O[C@@H]1CC2=CC=C3[C@@H]4CC[C@H]([C@@H](CCCC(C)C)C)[C@]4(CC[C@@H]3[C@]2(CC1)C)C